C(C)OC(C1=CC=C(C=C1)C1=CN=C2N1N=CC(=C2)C=2CCOCC2)=O 4-(7-(3,6-Dihydro-2H-pyran-4-yl)imidazo[1,2-b]pyridazin-3-yl)benzoic acid ethyl ester